FC1=NC(=C2N=CN(C2=N1)C1OCCC1)NCC1=CC(=C(C=C1)O)OC 2-fluoro-6-[(4-hydroxy-3-methoxybenzyl)amino]-9-(tetrahydrofuran-2-yl)-9H-purine